N-(Cycloheptylmethyl)-2-[(4-fluoro-2-hydroxy-phenyl)methyl]-1H-benzimidazole-5-carboxamide C1(CCCCCC1)CNC(=O)C1=CC2=C(NC(=N2)CC2=C(C=C(C=C2)F)O)C=C1